N-(4-(4-(2-methoxyethyl)piperazin-1-yl)phenyl)-4-((8-methyl-2,3-dihydro-1H-pyrido[2,3-b][1,4]oxazin-7-yl)amino)-6-oxo-1,6-dihydropyrimidine-5-carboxamide COCCN1CCN(CC1)C1=CC=C(C=C1)NC(=O)C1=C(N=CNC1=O)NC1=C(C2=C(OCCN2)N=C1)C